sodium [(2-[[[4-[(2,2-dimethylpropionyl) oxy] phenyl] sulfonyl] amino] benzoyl) amino] acetate tetrahydrate O.O.O.O.C(C)(=O)ONC(C1=C(C=CC=C1)NS(=O)(=O)C1=CC=C(C=C1)OC(C(C)(C)C)=O)=O.[Na]